N-(bis(3-(tripropylsilyl)phenyl)phosphaneyl)-N-isopropyl-1,1-bis(4-(tripropylsilyl)phenyl)phosphanamine C(CC)[Si](C=1C=C(C=CC1)P(N(P(C1=CC=C(C=C1)[Si](CCC)(CCC)CCC)C1=CC=C(C=C1)[Si](CCC)(CCC)CCC)C(C)C)C1=CC(=CC=C1)[Si](CCC)(CCC)CCC)(CCC)CCC